Benzyl (3R)-3-(8-methyl-3,8-diazabicyclo[3.2.1]octan-3-yl)pyrrolidine-1-carboxylate CN1C2CN(CC1CC2)[C@H]2CN(CC2)C(=O)OCC2=CC=CC=C2